CC(CC(CC)=O)C 5-Methyl-3-hexanon